2-chloro-9-[[3,5-difluoro-4-[5-methoxy-3-(trifluoromethyl)pyrazol-1-yl]phenyl]methyl]-N-(2,2,2-trifluoroethyl)purin-8-amine ClC1=NC=C2N=C(N(C2=N1)CC1=CC(=C(C(=C1)F)N1N=C(C=C1OC)C(F)(F)F)F)NCC(F)(F)F